C(=O)O.CN1N=C2C(=CC(=CC2=C1)NC(=O)N1CCC=2C1=NC=CC2N2C[C@H](NCC2)C)C (R)-N-(2,7-dimethyl-2H-indazol-5-yl)-4-(3-methylpiperazin-1-yl)-2,3-dihydro-1H-pyrrolo[2,3-b]pyridine-1-carboxamide formate